COC1=CC=C(CN2C(C3=CC=CC=C3C2=O)=O)C=C1 2-(4-methoxybenzyl)isoindoline-1,3-dione